CN1C(NC2=CC(=CC=C2[C@@H]1C)C(=O)OC)=O methyl (S)-3,4-dimethyl-2-oxo-1,2,3,4-tetrahydroquinazoline-7-carboxylate